(2R,3S)-2-(3-cyclopropyl-3-(methyl-d3)ureido)-3-(4-((S)-2-(4-(difluoromethylene)cyclohexyl)-2-(1-ethyl-1H-pyrazole-5-carboxamido)acetamido)-3-fluorophenyl)butanoic acid C1(CC1)N(C(N[C@@H](C(=O)O)[C@@H](C)C1=CC(=C(C=C1)NC([C@@H](NC(=O)C1=CC=NN1CC)C1CCC(CC1)=C(F)F)=O)F)=O)C([2H])([2H])[2H]